C(C1=CC=CC=C1)OC[C@@H](C)CS(=O)(=O)[O-] [(1R)-2-benzyloxy-1-methyl-ethyl]methanesulfonate